(1r,3r)-3-(2-methoxyethoxy)cyclobutan-1-amine COCCOC1CC(C1)N